(4-(2-(2-aminopyridin-3-yl)-5-methoxy-3H-imidazo[4,5-b]pyridin-3-yl)phenyl)methanol NC1=NC=CC=C1C1=NC=2C(=NC(=CC2)OC)N1C1=CC=C(C=C1)CO